O[C@@H]1CN(CC[C@H]1[C@H]1N2C(C3=CC=CC=C13)=CN=C2)CC#N 2-((3S,4S)-3-hydroxy-4-((R)-5H-imidazo[5,1-a]isoindol-5-yl)piperidin-1-yl)acetonitrile